N-{4-(benzothiazol-2-yl)phenyl}aniline S1C(=NC2=C1C=CC=C2)C2=CC=C(C=C2)NC2=CC=CC=C2